7-(5-methoxy-2-(1-methyl-1H-pyrazol-4-yl)-4-nitrophenyl)-2,7-diazaspiro[3.5]Nonane-2-carboxylate COC=1C(=CC(=C(C1)N1CCC2(CN(C2)C(=O)[O-])CC1)C=1C=NN(C1)C)[N+](=O)[O-]